CCCCCCCCCCCCCCCCCC(=O)O[C@H](COC(=O)CCCCCCC/C=C\\CCCCCCCC)COP(=O)(O)OCCN The molecule is a 1,2-diacyl-sn-glycero-3-phosphoethanolamine in which the acyl substituents at positions 1 and 2 are specified as oleoyl and stearoyl respectively. It derives from an oleic acid and an octadecanoic acid. It is a tautomer of a 1-oleoyl-2-stearoyl-sn-glycero-3-phosphoethanolamine zwitterion.